COCC(=O)C1=CC=CC(=C1)S(N)(=O)=O methoxy-5'-sulfamoyl-acetophenone